C(C)(C)C=1C(=NN2C1C(NC(=C2)C=2C=NC1=CC=CC(=C1C2)C)=O)C(=O)O 3-Isopropyl-6-(5-methylquinolin-3-yl)-4-oxo-4,5-dihydropyrazolo[1,5-a]pyrazine-2-carboxylic acid